3,5-dihydroxypentylbenzene OC(CCC1=CC=CC=C1)CCO